C(CCCCC(=O)OCC1CC2C(CC1)O2)(=O)OCC2CC1C(CC2)O1 bis((3,4-epoxycyclohexyl)-methyl) adipate